(R)-N-(1-(3-amino-5-(trifluoromethyl)phenyl)ethyl)-6-methoxy-2-methyl-8,9-dihydrofuro[2,3-h]quinazolin-4-amine NC=1C=C(C=C(C1)C(F)(F)F)[C@@H](C)NC1=NC(=NC2=C3C(=C(C=C12)OC)OCC3)C